tert-butyl 3-((4-hydroxypyridin-3-yl)carbamoyl)-azetidine-1-carboxylate OC1=C(C=NC=C1)NC(=O)C1CN(C1)C(=O)OC(C)(C)C